BrC1=C2C(N(C(C2=CC=C1CN1CCN(CC1)C1=NC(=C(C(=O)N)C=C1)C1=CC=C(C=C1)OC1=CC=CC=C1)=O)C1C(NC(CC1)=O)=O)=O 6-(4-((4-bromo-2-(2,6-dioxopiperidin-3-yl)-1,3-dioxoisoindolin-5-yl)methyl)piperazin-1-yl)-2-(4-phenoxyphenyl)nicotinamide